ONC(=N)C1=CC(=CC=C1)C N-hydroxy-3-methylbenzene-1-carboximidamide